[Si](C)(C)(C(C)(C)C)OCCN1NC2=CC(=CC=C2C1=O)Cl 2-(2-((tert-Butyldimethylsilyl)oxy)ethyl)-6-chloro-1,2-dihydro-3H-indazol-3-one